CO[SiH](CF)OC dimethoxyfluoromethyl-silane